O1C(=NC2=C1C=CC=C2)CO benzo[d]oxazole-2-ylmethanol